BrC1=C(C=C(C=C1)F)C#CC(CO)(C)C 4-(2-bromo-5-fluoro-phenyl)-2,2-dimethyl-but-3-yn-1-ol